4-[4-methoxystyryl]-1-methylpyridine iodide salt [I-].COC1=CC=C(C=CC2=CCN(C=C2)C)C=C1